COC(C1=C(C(=CC(=C1)F)Br)NC1=C(C(=C(C=C1)F)F)C=O)=O bromo-2-((3,4-difluoro-2-formylphenyl)amino)-5-fluoro-benzoic acid methyl ester